Cl.Cl.ClC1=C(C2=C(SC3=C2N=CN=C3N3CC(C3)C3=CC=NC=C3)N=C1C)C 8-chloro-7,9-dimethyl-4-[3-(4-pyridyl)azetidin-1-yl]pyrido[3',2':4,5]thieno[3,2-d]pyrimidine dihydrochloride